N-(5-bromo-2-nitrophenyl)-N-methylsulfonamide BrC=1C=CC(=C(C1)N(S(=O)=O)C)[N+](=O)[O-]